C(C)N(C(O)=O)C1=NC2=C(N1)C=CC(=C2)C2=NNC(C1=CC=CC(=C21)Cl)=O.FC(C(=O)NCC=2C=NC(=CC2)C(F)(F)F)F 2,2-difluoro-N-((6-(trifluoromethyl)pyridin-3-yl)methyl)acetamide Ethyl-(5-(8-chloro-4-oxo-3,4-dihydrophthalazin-1-yl)-1H-benzimidazol-2-yl)carbamate